tert-butyl 1-(2-ethoxy-2-oxoethyl)-3,8-diazabicyclo[3.2.1]octane-8-carboxylate C(C)OC(CC12CNCC(CC1)N2C(=O)OC(C)(C)C)=O